NC1=NC=NC=2C3=C(\C(\C(C12)(C)C)=N/OC)C=C(C=C3)NC3CCN(CC3)C(=O)OC(C)(C)C tert-butyl 4-[[(6Z)-4-amino-6-methoxyimino-5,5-dimethyl-benzo[h]quinazolin-8-yl]amino]piperidine-1-carboxylate